(R,S)-2-(2-chlorophenyl)-3-(4-chlorophenyl)-5,6,7,8-tetrahydro-2H-oxepino[3,2-c]pyrazol-8-aminium chloride [Cl-].ClC1=C(C=CC=C1)N1N=C2C(=C1C1=CC=C(C=C1)Cl)OCCC[C@H]2[NH3+]